(E)-N-(1-(4-fluorophenyl)ethyl)-2,2-dimethylpropane-1-imine FC1=CC=C(C=C1)C(C)/N=C/C(C)(C)C